6-(Azetidin-1-yl)-N-([1,1'-biphenyl]-2-sulfonyl)-1-benzofuran-2-carboxamide N1(CCC1)C1=CC2=C(C=C(O2)C(=O)NS(=O)(=O)C=2C(=CC=CC2)C2=CC=CC=C2)C=C1